5-[[6-[(2-aminoacetyl)amino]-5-fluoro-3-pyridinyl]sulfonylamino]thiazole-4-carboxylic acid trifluoroacetate FC(C(=O)O)(F)F.NCC(=O)NC1=C(C=C(C=N1)S(=O)(=O)NC1=C(N=CS1)C(=O)O)F